[N+](=O)([O-])C=1C=CC=C2CC(C12)=O 5-Nitrobicyclo[4.2.0]oct-1,3,5-trien-7-one